FC(C(C(C(F)(F)F)(F)F)(F)F)(OP1(=NP(=NP(=N1)(F)F)(F)F)F)F perfluorobutoxy(pentafluoro)cyclotriphosphazene